(2E,6E)-2,6-di(4-pyridylmethylene)cyclohexanone N1=CC=C(C=C1)\C=C/1\C(/C(/CCC1)=C/C1=CC=NC=C1)=O